dimethyl 3-nitro-tetradecanedioate [N+](=O)([O-])C(CC(=O)OC)CCCCCCCCCCC(=O)OC